4-chloro-N,N-dimethyl-pyrimidin-2-amine ClC1=NC(=NC=C1)N(C)C